(S)-6-(1,2-dihydroxyethyl)-4-(1-(4-(trifluoromethyl)benzyl)-1H-indol-5-yl)picolinamide O[C@H](CO)C1=CC(=CC(=N1)C(=O)N)C=1C=C2C=CN(C2=CC1)CC1=CC=C(C=C1)C(F)(F)F